N,N-dimethylformamide dibenzyl acetal C(C1=CC=CC=C1)OC(N(C)C)OCC1=CC=CC=C1